methylfuransulfonate COS(=O)(=O)C=1OC=CC1